(1aS,5aS)-2-(4-Chloro-pyridin-2-yl)-1a,2,5,5a-tetrahydro-1H-2,3-diaza-cyclopropa[a]pentalene-4-carboxylic acid (2-fluoro-1-fluoromethyl-1-hydroxymethyl-ethyl)-amide FCC(CO)(CF)NC(=O)C=1C=2C[C@H]3[C@@H](C2N(N1)C1=NC=CC(=C1)Cl)C3